beta-stearyl-acrylic acid C(CCCCCCCCCCCCCCCCC)C=CC(=O)O